Cl.NC(COCC)C=1C=C(C=NC1)N 5-(1-amino-2-ethoxyethyl)pyridin-3-amine hydrochloride